FC(C(=O)N[C@H]1CC(C2=CC=CC(=C12)F)O)(F)F 2,2,2-trifluoro-N-((1S)-7-fluoro-3-hydroxy-2,3-dihydro-1H-inden-1-yl)acetamide